ClC=1C=CC(=C(C1)[C@H]1C[C@H](C1)NC(=O)C=1N=NN(C1)[C@@H](C)C=1C=NC(=CC1C)N1C([C@@H]2C[C@@H]2C1)=O)C#N |o1:19| N-((cis)-3-(5-chloro-2-cyanophenyl)cyclobutyl)-1-((S or R)-1-(4-methyl-6-((1R,5S)-2-oxo-3-azabicyclo[3.1.0]hexan-3-yl)pyridin-3-yl)ethyl)-1H-1,2,3-triazole-4-carboxamide